4-(triethoxysilylmethyl)tetra-hydro-1,4-oxazine C(C)O[Si](OCC)(OCC)CN1CCOCC1